1,8-diamino-3,6-naphthalenedisulfonic acid NC1=CC(=CC2=CC(=CC(=C12)N)S(=O)(=O)O)S(=O)(=O)O